2-(Benzyl(2-hydroxyethyl)amino)-1-(5-chloropyridin-2-yl)ethane-1-one C(C1=CC=CC=C1)N(CC(=O)C1=NC=C(C=C1)Cl)CCO